CC1OC(CNC1)C(=O)O 6-methylmorpholine-2-carboxylic acid